1-{[1-(4-chloro-3-fluorophenyl)-3-(fluoromethyl)-1H-1,2,4-triazol-5-yl]methyl}-3-{[4-(4-chloro-3-fluorophenyl)-5-oxo-4,5-dihydro-1H-1,2,4-triazol-3-yl]methyl}urea ClC1=C(C=C(C=C1)N1N=C(N=C1CNC(=O)NCC1=NNC(N1C1=CC(=C(C=C1)Cl)F)=O)CF)F